CC1(OC=2C=CC=CC2C2C1OC(C2)=O)C 4,4-dimethyl-3a,9b-dihydro-1H-furo[2,3-c]chromen-2-one